C(C)(C)(C)NS(=O)(=O)C=1C=C(C=CC1)NC(C1=C(N=C(C=C1)NC1COC1)N1CCC2(CC2)CC1)=O N-(3-(N-(tert-butyl)sulfamoyl)phenyl)-6-(oxetan-3-ylamino)-2-(6-azaspiro[2.5]octan-6-yl)nicotinamide